ClC1=NC=CC(=N1)NCCCC1=C2C(N(C(C2=CC=C1)=O)C1C(NC(CC1)=O)=O)=O 4-(3-((2-chloropyrimidin-4-yl)amino)propyl)-2-(2,6-dioxopiperidin-3-yl)isoindoline-1,3-dione